triphenylphosphine, sulfonium salt [SH3+].C1(=CC=CC=C1)P(C1=CC=CC=C1)C1=CC=CC=C1